N-(2-(4-methoxy-1H-indol-3-yl)ethyl)propan-2-amine COC1=C2C(=CNC2=CC=C1)CCNC(C)C